3-(3-(5-bromo-3-chloro-1H-indol-1-yl)-1,2,4-oxadiazol-5-yl)-6,6-dimethyl-4,5,6,7-Tetrahydrobenzo[d]isoxazole BrC=1C=C2C(=CN(C2=CC1)C1=NOC(=N1)C1=NOC2=C1CCC(C2)(C)C)Cl